ClC1=C(C(=C(C=C1OC)OC)Cl)C1=CC2=C(N=C(N=C2)N[C@H]2[C@H](CN(C2)C=2C=NNC2)NC(C=C)=O)C(=N1)NC1COC1 N-((3S,4R)-4-((6-(2,6-dichloro-3,5-di-methoxyphenyl)-8-(oxetan-3-yl-amino)pyrido[3,4-d]pyrimidin-2-yl)amino)-1-(1H-pyrazol-4-yl)pyrrolidin-3-yl)acrylamide